CO[C@H](CCCCC(C(=O)O)(C)C)[C@@H](CCCCCC(C(=O)O)(C)C)OC (7R,8R)-7,8-dimethoxy-2,2,14,14-tetramethylpentadecanedioic acid